C(C)OC(=O)C1=CC(=NN1)OCCCOC.N=1CCCC1C=1C=NC=CC1 3-(3,4-dihydro-2H-pyrrol-5-yl)pyridine Ethyl-3-(3-methoxypropoxy)-1H-pyrazole-5-carboxylate